2-(3-Oxopiperazin-2-yl)acetic acid ethyl ester C(C)OC(CC1NCCNC1=O)=O